20-amino-N-(3-(3-aminoprop-1-yn-1-yl)phenyl)-3,6,9,12,15,18-hexaoxaicosanamide NCCOCCOCCOCCOCCOCCOCC(=O)NC1=CC(=CC=C1)C#CCN